CC1=CC=C2C(=N1)NC=C2C#N 6-methyl-1H-pyrrolo[2,3-b]pyridine-3-carbonitrile